C(C([2H])([2H])[2H])(C=1C=CC=2[C@H]3CC[C@]4([C@H]([C@@H]3CCC2C1)CCC41OCCO1)C)([2H])[2H] (8R,9S,13S,14S)-3-(Ethyl-d5)-13-methyl-6,7,8,9,11,12,13,14,15,16-decahydrospiro[cyclopenta[a]phenanthrene-17,2'-[1,3]dioxolane]